2-((1-(4,4-difluorocyclohexyl)-4-oxo-4,5-dihydro-1H-pyrazolo[3,4-d]pyrimidin-6-yl)thio)-N-(5-chloro-1,3,4-thiadiazol-2-yl)acetamide FC1(CCC(CC1)N1N=CC2=C1N=C(NC2=O)SCC(=O)NC=2SC(=NN2)Cl)F